1-(4-methoxyphenyl)-N-[[6-(1-piperidinyl)pyrazin-2-yl]methyl]methylamine COC1=CC=C(C=C1)CNCC1=NC(=CN=C1)N1CCCCC1